N-(2-Methyl-5-(trifluoromethoxy)benzyl)-5-(4-(5-((pyridin-2-ylmethyl)carbamoyl)-1,3,4-thiadiazol-2-yl)butyl)-1,3,4-thiadiazole-2-carboxamide CC1=C(CNC(=O)C=2SC(=NN2)CCCCC=2SC(=NN2)C(NCC2=NC=CC=C2)=O)C=C(C=C1)OC(F)(F)F